(R)-N-(azetidin-3-yl)-4-(4-((1-(3-(difluoromethyl)-2-fluorophenyl)ethyl)amino)-7-methoxy-2-methylpyrido[2,3-d]pyrimidin-6-yl)piperidine-1-carboxamide N1CC(C1)NC(=O)N1CCC(CC1)C1=CC2=C(N=C(N=C2N[C@H](C)C2=C(C(=CC=C2)C(F)F)F)C)N=C1OC